C(=O)(OCC1=CC=CC=C1)N[C@@H](CCCCN)C(=O)O Nα-Carbobenzoxy-L-lysine